C(C)C1(CC(CCC1)C1=CC=C(C=C1)C(=O)OC)C(=O)O 1-ethyl-3-(4-(methoxycarbonyl)phenyl)cyclohexane-1-carboxylic acid